FC(C(=O)OC(C)(C)C1C=CC(CC1)(C)O)(F)F (+)-2-(4-hydroxy-4-methylcyclohex-2-en-1-yl)propan-2-yl 2,2,2-trifluoroacetate